FC=1C=CN2N=C(N=C(C21)NC2C(C1CCC2CC1)C(=O)O)C1=CNC2=NC=CC=C21 3-((5-fluoro-2-(1H-pyrrolo[2,3-b]pyridin-3-yl)pyrrolo[2,1-f][1,2,4]triazin-4-yl)amino)bicyclo[2.2.2]octane-2-carboxylic acid